ClC=1C=C(C=CC1F)C1(CCN(CC1)C=1C=C(C(=O)N)C=C(N1)C=1C(=NN(C1)C)C)O 2-(4-(3-chloro-4-fluorophenyl)-4-hydroxypiperidin-1-yl)-6-(1,3-dimethyl-1H-pyrazol-4-yl)isonicotinamide